2-(6-bromo-1-oxospiro[3H-isoquinoline-4,1'-cyclopropane]-2-yl)-N-(6-fluoro-1,3-benzoxazol-2-yl)acetamide BrC=1C=C2C(=CC1)C(N(CC21CC1)CC(=O)NC=1OC2=C(N1)C=CC(=C2)F)=O